ClC1=CC=C2C(=N1)NC=C2S(=O)(=O)NC2=NC(=C(C(=N2)OC)C)OC 6-chloro-N-(4,6-dimethoxy-5-methyl-pyrimidin-2-yl)-1H-pyrrolo[2,3-b]pyridine-3-sulfonamide